5-amino-N-(3-chloro-4-fluorophenyl)-3-(5-hydroxy-5-(1-methyl-1H-1,2,3-triazol-4-yl)octahydropentalen-2-yl)-1-methyl-1H-pyrazole-4-carboxamide NC1=C(C(=NN1C)C1CC2CC(CC2C1)(C=1N=NN(C1)C)O)C(=O)NC1=CC(=C(C=C1)F)Cl